(difluoro(2-(((3S,6S,9aR)-8-methyl-5-oxo-3-(3-(pyridin-3-yl)azetidine-1-carbonyl)octahydro-1H-pyrrolo[1,2-a]azepin-6-yl)carbamoyl)benzo[b]thiophen-5-yl)methyl)phosphonic acid FC(C1=CC2=C(SC(=C2)C(N[C@H]2CC(C[C@@H]3N(C2=O)[C@@H](CC3)C(=O)N3CC(C3)C=3C=NC=CC3)C)=O)C=C1)(F)P(O)(O)=O